C[N+]1=CC=C(C=C1)C=C.C=CC1=CC=CC=C1 styrene-N-methyl-4-vinyl-pyridinium salt